3-(6-(((1S,3S)-3-((5,6-Dimethylpyrazin-2-yl)amino)cyclopentyl)amino)pyridin-3-yl)-1-methylimidazolidine-2,4-dione CC=1N=CC(=NC1C)N[C@@H]1C[C@H](CC1)NC1=CC=C(C=N1)N1C(N(CC1=O)C)=O